CC(CCCCCCCCCCCCCCCCCCO)C 19-methylicosan-1-ol